CC1=C(C=C(C=C1)C)C(=O)N1CCC2(C(N3[C@H](O2)CC[C@H]3C3=CC=CC=C3)=O)CC1 (5'S,7a'R)-1-(2,5-dimethylbenzene-1-carbonyl)-5'-phenyl-tetrahydro-3'H-spiro-[piperidine-4,2'-pyrrolo[2,1-b][1,3]-oxazol]-3'-one